methyl-beta-propylamine hydrochloride Cl.CNC(C)C